methyl (S)-4-(3-((tert-butoxycarbonyl)amino)pyrrolidin-1-yl)-6-chloronicotinate C(C)(C)(C)OC(=O)N[C@@H]1CN(CC1)C1=CC(=NC=C1C(=O)OC)Cl